2-[(2E)-2-(aminomethyl)-3-fluoroprop-2-en-1-yl]-4-(5-[2-(dimethylamino)pyrimidin-5-yl]thiophen-2-ylmethyl)-2,4-dihydro-3H-1,2,4-triazol-3-one hydrochloride Cl.NC/C(/CN1N=CN(C1=O)CC=1SC(=CC1)C=1C=NC(=NC1)N(C)C)=C\F